NC=1C=C2CCC(N(C2=CC1)CC1=CC=C(C=C1)F)=O 6-amino-1-[(4-fluorophenyl)methyl]-3,4-dihydroquinolin-2-one